2-(sec-butyl)-3-ethylbenzo[4,5]imidazo[1,2-a]pyrimidin-4-ol C(C)(CC)C1=NC=2N(C(=C1CC)O)C1=C(N2)C=CC=C1